ClC=1C=C2C=C(NC2=CC1)C1=NN=C(O1)C1CCC(CC1)N 4-(5-(5-chloro-1H-indol-2-yl)-1,3,4-oxadiazol-2-yl)cyclohexane-1-amine